ClC1=C(C(=O)N(CC2=CC=C(C=C2)C)CC2=CC=C(C=C2)C2=C(C=CC=C2)S(=O)(=O)NC#N)C=CC=C1 2-chloro-N-[[2'-[(cyanoamino)sulfonyl][1,1'-biphenyl]-4-yl]methyl]-N-[(4-methylphenyl)methyl]-benzamide